(n-butylcyclopentadienyl)tris(dimethylamino)zirconium C(CCC)C1(C=CC=C1)[Zr](N(C)C)(N(C)C)N(C)C